potassium 1,2-bis(o-aminophenoxy)ethane NC1=C(OCCOC2=C(C=CC=C2)N)C=CC=C1.[K]